C(C)N(C=1C2=C(N=CN1)N(C=C2)C[C@]2([C@@H](CN(CC2)CC(=O)N)O)O)CC2=C(C=C(C=C2)N2N=CC=C2)F |o1:13,14| rel-2-((3R,4R)-4-((4-(ethyl(2-fluoro-4-(1H-pyrazol-1-yl)benzyl)amino)-7H-pyrrolo[2,3-d]pyrimidin-7-yl)methyl)-3,4-dihydroxypiperidin-1-yl)acetamide